FC1=CC=C2C([C@@H](CN3C2=C1C=C3)NC(OC(C)(C)C)=O)C tert-butyl ((5S)-9-fluoro-6-methyl-5,6-dihydro-4H-pyrrolo[3,2,1-ij]quinolin-5-yl)carbamate